9-(4,4-difluorocyclohexyl)-7-[(2S,4R)-2-(6-keto-1-methyl-3-pyridyl)tetrahydropyran-4-yl]-2,3-dimethyl-pyrimido[1,2-b]pyridazin-4-one FC1(CCC(CC1)C=1C=2N(N=C(C1)[C@H]1C[C@H](OCC1)C1=CN(C(C=C1)=O)C)C(C(=C(N2)C)C)=O)F